[Si].[Cu].[Pb].[Sn] tin-lead-copper-silicon